methyl 4-amino-6-(methylthio)nicotinate NC1=CC(=NC=C1C(=O)OC)SC